(S)-4-(difluoromethyl)-2-(3-((4-methyl-4H-1,2,4-triazol-3-yl)(oxetan-3-yl)methyl)phenyl)-6-(((1-methylcyclobutyl)amino)methyl)isoindolin-1-one FC(C1=C2CN(C(C2=CC(=C1)CNC1(CCC1)C)=O)C1=CC(=CC=C1)[C@H](C1COC1)C1=NN=CN1C)F